ClC1=CC=C(C(=N1)C(=O)N)N[C@H](C)C=1C=C(C=C2C(C(=C(OC12)C=1NC(C=CC1)=O)C)=O)C 6-Chloro-3-[[(1R)-1-[3,6-dimethyl-4-oxo-2-(6-oxo-1H-pyridin-2-yl)chromen-8-yl]ethyl]amino]pyridine-2-carboxamide